2-amino-1,2-diphenylethanol NC(C(O)C1=CC=CC=C1)C1=CC=CC=C1